C(C)(C)(C)OC(=O)N1C2=CC=C(C=C2C=2C=C(C=CC12)B(O)O)B(O)O 9-(t-butoxycarbonyl)-9H-carbazole-3,6-diyl-diboronic acid